C[C@H]([C@@H](CO)NC(=O)OCC1C2=CC=CC=C2C3=CC=CC=C13)O N-Fmoc-L-threoninol